butyl 4-((4-(2-(2,6-dioxopiperidin-3-yl)-6-fluoro-1,3-dioxoisoindolin-5-yl)piperazin-1-yl)methyl)piperidine-1-carboxylate O=C1NC(CCC1N1C(C2=CC(=C(C=C2C1=O)N1CCN(CC1)CC1CCN(CC1)C(=O)OCCCC)F)=O)=O